3,5-diformyl-benzyl-phloroglucinol tert-butyl-1-(2,6-dimethylpyridin-3-yl)-1H-1,2,3-triazole-4-carboxylate C(C)(C)(C)C1=C(N=NN1C=1C(=NC(=CC1)C)C)C(=O)O.C(=O)C=1C=C(CC2=C(O)C=C(C=C2O)O)C=C(C1)C=O